(5R)-2-[difluoro(pyrimidin-2-yl)acetyl]-9,9-dimethyl-8-oxo-2-azaspiro[4.5]dec-6-ene-7-carbonitrile FC(C(=O)N1C[C@]2(CC1)C=C(C(C(C2)(C)C)=O)C#N)(C2=NC=CC=N2)F